6-methoxy-2-indolecarboxaldehyde COC1=CC=C2C=C(NC2=C1)C=O